N,N-dimethylaminopropyl-aminopropyl-methyl-dimethoxysilane CNN(NC)CCC[Si](OCCCC)(OC)C